BrC1=CC=C2C(=NN=C(C2=C1)N[C@H]1CN(CCC1)C(=O)OC(C)(C)C)C1=C(C=C(C=C1)C1CC1)O Tert-butyl (R)-3-((7-bromo-4-(4-cyclopropyl-2-hydroxyphenyl)phthalazin-1-yl)amino)piperidine-1-carboxylate